BrC=1C=C2C=NN(C2=CC1F)CCC(C)(O)C 4-(5-bromo-6-fluoro-indazol-1-yl)-2-methyl-butan-2-ol